((((3S,4S)-3-fluoropiperidin-4-yl)thio)methyl)quinazolin-4(3H)-one F[C@H]1CNCC[C@@H]1SCC1=NC2=CC=CC=C2C(N1)=O